FC=1C=C(C=CC1C=1C=NC(=CC1)C=1N=NN(N1)C)N1C(O[C@@H](C1)C(C(F)(F)F)O)=O (S)-3-(3-fluoro-4-(6-(2-methyl-2H-tetrazol-5-yl)pyridin-3-yl)phenyl)-5-(1-hydroxy-2,2,2-trifluoroethyl)oxazolidin-2-one